ClC1=C(C2=CN(N=C2C(=C1F)NC(C)C)C1OCCCC1)C=1N=CC=2N(C1)C=C(N2)NC(C(F)(F)F)=O N-[6-[5-chloro-6-fluoro-7-(isopropylamino)-2-tetrahydropyran-2-yl-indazol-4-yl]imidazo[1,2-a]pyrazin-2-yl]-2,2,2-trifluoro-acetamide